[Zn+2].C1(C=CC=C1)(C(=O)[O-])C(=O)[O-].C1(C=CC=C1)(C(=O)[O-])C(=O)[O-].[Zn+2] dicyclopentadienediformic acid zinc salt